2,4,8,10-tetra-t-butyl-6-(3,5-di-t-butyl-4-hydroxybenzoyloxy)-12-methyl-12H-dibenzo[d,g][1,3,2]dioxaphosphocin C(C)(C)(C)C1=CC2=C(OP(OC3=C(C2C)C=C(C=C3C(C)(C)C)C(C)(C)C)OC(C3=CC(=C(C(=C3)C(C)(C)C)O)C(C)(C)C)=O)C(=C1)C(C)(C)C